C1=CC=CC=2C3=CC=CC=C3C(=CC12)C=1C=C(C=CC1)P(C1=CC=CC=C1)(C1=CC=CC=C1)=O (3-(phenanthren-9-yl)phenyl)diphenylphosphine oxide